2-[4-cyclopropyl-6-(fluoromethoxy)pyrimidin-5-yl]-5-methoxy-4-[[4-[1-methyl-4-(trifluoromethyl)imidazol-2-yl]phenyl]methoxy]pyrimidine C1(CC1)C1=NC=NC(=C1C1=NC=C(C(=N1)OCC1=CC=C(C=C1)C=1N(C=C(N1)C(F)(F)F)C)OC)OCF